[5-[(2S,6R)-2-(1-cyclopropylpyrazol-4-yl)-6-methyl-morpholin-4-yl]-7-[2-fluoro-4-(trifluoromethyl)phenyl]thiazolo[4,5-d]pyrimidin-2-yl]hydrazine C1(CC1)N1N=CC(=C1)[C@H]1CN(C[C@H](O1)C)C=1N=C(C2=C(N1)N=C(S2)NN)C2=C(C=C(C=C2)C(F)(F)F)F